4-(methylamino)-1-(pyridin-3-yl)butanone CNCCC(CC=1C=NC=CC1)=O